1-benzyl-3,5-dimethoxybenzene C(C1=CC=CC=C1)C1=CC(=CC(=C1)OC)OC